Ethyl (S)-2-((S)-2-((((9H-fluoren-9-yl)methoxy)carbonyl)amino)-3-phenylpropanamido)-6-diazo-5-oxohexanoate C1=CC=CC=2C3=CC=CC=C3C(C12)COC(=O)N[C@H](C(=O)N[C@H](C(=O)OCC)CCC(C=[N+]=[N-])=O)CC1=CC=CC=C1